tert-butyldimethylmethane C(C)(C)(C)C(C)C